4-chloro-6-(morpholin-4-yl)pyrimidine-5-carboxaldehyde ClC1=NC=NC(=C1C=O)N1CCOCC1